CC1=C(N)C=CC(=C1)OCC1=NC=CC=C1 2-methyl-4-(pyridin-2-ylmethoxy)aniline